(R)-3-((6-(3-(tert-butoxy)-2-((tert-butyldimethylsilyl)oxy)-3-Oxopropoxy)quinolin-2-yl)amino)azetidine-1-carboxylic acid C(C)(C)(C)OC([C@@H](COC=1C=C2C=CC(=NC2=CC1)NC1CN(C1)C(=O)O)O[Si](C)(C)C(C)(C)C)=O